3-(Isoquinolin-4-yl)-5-methylthiophene C1=NC=C(C2=CC=CC=C12)C1=CSC(=C1)C